C(#N)C(C)(C)[C] 2-cyano-2-propyl-(carbon)